BrC=1C=C2C=C(N=CC2=CC1Cl)NC(=O)C1C(CC1)C(=O)O 2-((6-bromo-7-chloroisoquinolin-3-yl)carbamoyl)cyclobutane-1-carboxylic acid